C(C)(C)(C)OC(=O)N1C[C@H]([C@@H](CC1)OC(C1=CC=C(C=C1)[N+](=O)[O-])=O)OCC |r| (±)-trans-tert-butyl-3-ethoxy-4-((4-nitrobenzoyl)oxy)piperidine-1-carboxylate